C(#N)C=1C=C(C(=NC1)C(=O)NC=1N=CC2=C(N1)C(=NN2)C2=COC=C2)C 5-Cyano-N-(3-(furan-3-yl)-1H-pyrazolo[4,3-d]pyrimidin-5-yl)-3-methylpicolinamide